N1=CC(=CC=C1)C=1C=C(C=CC1)N1CC(=CC(=C1)C1=CC(=CC=C1)C=1C=NC=CC1)C1=CC(=CC=C1)C=1C=NC=CC1 1,3,5-tris[3-(3-pyridyl)-phenyl]-pyridine